CNC(CCCCC)=O N1-methylhexanamide